N-((1R,7S,8r)-4-azabicyclo[5.1.0]octan-8-yl)acetamide, trifluoroacetic acid salt FC(C(=O)O)(F)F.[C@H]12CCNCC[C@@H]2C1NC(C)=O